methyl (2S)-2-[[(2S)-2-amino-2-indan-2-yl-acetyl]amino]-3-[(3S)-2-oxopyrrolidin-3-yl]propanoate N[C@H](C(=O)N[C@H](C(=O)OC)C[C@H]1C(NCC1)=O)C1CC2=CC=CC=C2C1